C1(=CC=CC=2C3=CC=CC=C3CC12)COC(=O)N[C@H](CC1=CC=C(C=C1)Cl)C(=O)O N-fluorenylmethoxycarbonyl-D-4-chlorophenylalanine